(Z)-10-oxodec-8-en-1-yl 4-methylbenzenesulfonate CC1=CC=C(C=C1)S(=O)(=O)OCCCCCCC\C=C/C=O